C(C)OC(=O)C=1NC=2CC(CCC2C1)C 6-methyl-4,5,6,7-tetrahydro-1H-indole-2-carboxylic acid ethyl ester